ClC1=C2C(=NC=C1C(=O)[O-])NC=C2 4-chloro-1H-pyrrolo[2,3-b]pyridine-5-carboxylate